3-(o-tolyl)propanamide C1(=C(C=CC=C1)CCC(=O)N)C